N1=CC=CC(=C1)C1N(C)CCC1.C(C=1C(O)=CC=C(O)C1)(=O)O gentisic acid-nicotine salt